CC=1C=C(C=CC1OC1=CC=CC=C1)NC(=O)NC1=CC=C(C=C1)C 1-(3-methyl-4-phenoxyphenyl)-3-(4-methylphenyl)urea